C(#N)[C@H](CC1=CC=C(C=C1)C=1C=CC2=C(N(C(O2)=O)C)C1)NC(=O)[C@H]1OCC(CNC1)(F)F (S)-N-((S)-1-cyano-2-(4-(3-methyl-2-oxo-2,3-dihydrobenzo[d]oxazol-5-yl)phenyl)ethyl)-6,6-difluoro-1,4-oxazepan-2-carboxamide